tert-butyl 4-[6-(1-cyano-1-methylethyl)pyrazolo[1,5-a]pyridin-3-yl]-2-(difluoromethoxy)-6-methoxy-benzoate C(#N)C(C)(C)C=1C=CC=2N(C1)N=CC2C2=CC(=C(C(=O)OC(C)(C)C)C(=C2)OC)OC(F)F